N-(6-acetyl-7-chlorobenzo[d][1,3]dioxol-5-yl)acetamide tert-butyl-2-[3-[2-(dimethylamino)Ethyl]Benzothiophen-5-Yl]-5-methyl-piperidine-1-carboxylate C(C)(C)(C)OC(=O)N1C(CCC(C1)C)C=1C=CC2=C(C(=CS2)CCN(C)C)C1.C(C)(=O)C=1C(=CC2=C(OCO2)C1Cl)NC(C)=O